C(C=1C(C(=O)OC2=CC=CC=C2)=CC=CC1)(=O)OC1=CC=CC=C1 Diphenyl phthalate